FC(C)(F)C1=NC=C(C(=N1)C)S(=O)(=O)C1NCC12CN(C2)C2CC1(COC1)C2 ((2-(1,1-difluoroethyl)-4-methylpyrimidin-5-yl)sulfonyl)-6-(2-oxaspiro[3.3]heptan-6-yl)-2,6-diazaspiro[3.3]heptane